Octyl nicotinate C(C1=CN=CC=C1)(=O)OCCCCCCCC